3-(4-(N,N-dimethylsulfamoyl)benzyl)-1-hydroxy-2-methyl-1H-indole CN(S(=O)(=O)C1=CC=C(CC2=C(N(C3=CC=CC=C23)O)C)C=C1)C